(2R,3S)-methyl-4-bromo-5-Chloro-6-fluoro-3-(methoxymethyloxy)-2-phenyl-2,3-dihydrobenzofuran-2-carboxylate COC(=O)[C@@]1(OC2=C([C@@H]1OCOC)C(=C(C(=C2)F)Cl)Br)C2=CC=CC=C2